1-((3R,5R)-3-(3-chloro-5-(2-methylpyrimidin-4-yl)phenyl)-5-methylmorpholino)prop-2-en-1-one ClC=1C=C(C=C(C1)C1=NC(=NC=C1)C)[C@@H]1COC[C@H](N1C(C=C)=O)C